dimercaptofolic acid SC(C(=O)O)(C[C@@H](C(=O)O)NC(=O)C1=CC=C(NCC2=CN=C3N=C(N)NC(=O)C3=N2)C=C1)S